C(C)(=O)C1=NN(C2=C(C=C(C=C12)Br)C(F)(F)F)CC(=O)OC(C)(C)C tert-Butyl 2-(3-acetyl-5-bromo-7-(trifluoromethyl)-1H-indazol-1-yl)acetate